CS(=O)(=O)O.N[C@H](C#N)C[C@H]1C(NCC1)=O (2S)-2-amino-3-((3S)-2-oxopyrrolidin-3-yl)propionitrile methanesulfonate